O=C(CC(C1=CC=CC=C1)C=1C=C(C=CC1)NC(OC(C)(C)C)=O)NC1=CC(=CC=C1)C(F)(F)F tert-Butyl (3-(3-oxo-1-phenyl-3-((3-(trifluoromethyl)phenyl)-amino)propyl)phenyl)carbamate